BrC1=C(C=CC2=C1C=CO2)F 4-bromo-5-fluoro-benzofuran